BrC1=CC(=CC2=C1N(C(=N2)C)C[C@H](CN(C(OC(C)(C)C)=O)C)O[Si](C)(C)C(C)(C)C)F tert-butyl N-[(2R)-3-(7-bromo-5-fluoro-2-methyl-benzimidazol-1-yl)-2-[tert-butyl(dimethyl)silyl]oxy-propyl]-N-methyl-carbamate